FC(C=1C=C(C(=O)N2CC(=CCC2)C(=O)NC2=CC=C(C=C2)Cl)C=C(C1)C(F)(F)F)(F)F 1-(3,5-bis(trifluoromethyl)benzoyl)-N-(4-chlorophenyl)-1,2,5,6-tetrahydropyridine-3-carboxamide